t-butyl (1R,3R,5S)-3-[(6-iodopyridazin-3-yl) (methyl) amino]-8-azabicyclo[3.2.1]Octane-8-carboxylate IC1=CC=C(N=N1)N(C1C[C@H]2CC[C@@H](C1)N2C(=O)OC(C)(C)C)C